(R)-3-(3-chloro-4-fluorophenyl)-1-ethyl-1-(1-methoxy-4-fluorophenyl)urea ClC=1C=C(C=CC1F)NC(N([C@]1(CC=C(C=C1)F)OC)CC)=O